3,5,7-tris(trifluoromethyl)-1H-indole FC(C1=CNC2=C(C=C(C=C12)C(F)(F)F)C(F)(F)F)(F)F